NC1=CC=C(C=C1)N1CCC(CC1)N1CCC2(CCN(C2)C2=CC=C3CN(C(C3=C2)=O)C2C(NC(CC2)=O)=O)CC1 3-[6-[8-[1-(4-aminophenyl)-4-piperidyl]-2,8-diazaspiro[4.5]decan-2-yl]-1-oxo-isoindolin-2-yl]piperidine-2,6-dione